FC1=C(N)C=CC(=C1)C=1N=CN(C1)C1=CC=C(C=C1)C(F)(F)F 2-fluoro-4-(1-(4-(trifluoromethyl)phenyl)-1H-imidazol-4-yl)aniline